ethyl 3-(3-(tert-butylsulfanyl)-1-(4-chlorobenzyl)-5-methoxy-1H-pyrrolo[2,3-b]pyridin-2-yl)-2,2-dimethylpropionate C(C)(C)(C)SC1=C(N(C2=NC=C(C=C21)OC)CC2=CC=C(C=C2)Cl)CC(C(=O)OCC)(C)C